2-methylamino-4-(4-methoxybenzylamino)-6-chloro-1,3,5-triazine CNC1=NC(=NC(=N1)NCC1=CC=C(C=C1)OC)Cl